[Li+].C(#N)C=1NC2=C([NH+]1)C(=CC=C2C#N)C#N 2,4,7-tricyanobenzimidazolium lithium